7-chloro-N-((4-phenylpiperidin-4-yl)methyl)-2-(trifluoromethyl)imidazo[1,2-c]pyrimidin-5-amine ClC1=CC=2N(C(=N1)NCC1(CCNCC1)C1=CC=CC=C1)C=C(N2)C(F)(F)F